FC=1C=C2CC(CC2=CC1F)NC=1C=CC(=NC1)[C@@H](C(F)(F)F)N(C(C(C)(C)C)=O)C N-((1S)-1-(5-((5,6-Difluoro-2,3-dihydro-1H-inden-2-yl)amino)pyridin-2-yl)-2,2,2-trifluoroethyl)-N-methylpivalamide